4-chloro-1-(p-tolylsulfonyl)-3-[(2R)-2-(difluoromethyl)-4,4-difluoro-pyrrolidin-1-yl]indazole ClC1=C2C(=NN(C2=CC=C1)S(=O)(=O)C1=CC=C(C=C1)C)N1[C@H](CC(C1)(F)F)C(F)F